N-(3-{3-[(4-methyl-1,2,4-triazol-3-yl)methyl]oxetan-3-yl}phenyl)-2-(trifluoromethyl)-1,3-thiazole-4-carboxamide CN1C(=NN=C1)CC1(COC1)C=1C=C(C=CC1)NC(=O)C=1N=C(SC1)C(F)(F)F